7-morpholinoisoxazolo[4,5-d]pyrimidine O1CCN(CC1)C=1C2=C(N=CN1)C=NO2